1-ethyl-4-Isobutylbenzene C(C)C1=CC=C(C=C1)CC(C)C